C(C)(C)(C)OC(=O)N1CCCC=C1OS(=O)(=O)C(F)(F)F.C1(=CC=CC=C1)NC(C#C)=O N-phenyl-propiolamide tert-butyl-6-(trifluoromethylsulfonyloxy)-3,4-dihydro-2H-pyridine-1-carboxylate